C(C)(C)(C)OC(=O)NCC1(CC(C1)(F)F)C(=O)O 1-(((tert-butoxycarbonyl)amino)methyl)-3,3-difluorocyclobutane-1-carboxylic acid